1,2,3,3a-tetrahydro-9H-benzo[e]pyrrolo[2,1-b][1,3]thiazin-9-one C1CCC2SC3=C(C(N21)=O)C=CC=C3